(E)-10-(1-azabicyclo[2.2.2]oct-3-ylidenemethyl)-phenothiazine N12C\C(\C(CC1)CC2)=C\N2C1=CC=CC=C1SC=1C=CC=CC21